CC(C)(C)[Si](OCCC=1C=CC(=NC1)CCOC1=CC=C(C=O)C=C1)(C)C 4-[2-[5-[[[(1,1-dimethylethyl)dimethylsilyl]oxy]ethyl]-2-pyridinyl]-ethoxy]-benzaldehyde